{6-[4-Ethoxy-5-(1H-tetrazol-5-yl)-thiophen-2-yl]-pyrimidin-4-yl}-[2-(7-fluoro-4-methoxy-2-methyl-indol-1-yl)-ethyl]-amine C(C)OC=1C=C(SC1C1=NN=NN1)C1=CC(=NC=N1)NCCN1C(=CC2=C(C=CC(=C12)F)OC)C